C(C)(=O)N1C2CCC(C1)C2CNC(=O)NC2=NC=C(C(=C2)C2=C1N(N=C2)CC(C1)(C)C)Cl ((2-acetyl-2-azabicyclo[2.2.1]heptan-7-yl)methyl)-3-(5-chloro-4-(5,5-dimethyl-5,6-dihydro-4H-pyrrolo[1,2-b]pyrazol-3-yl)pyridin-2-yl)urea